4-(1-(2-Chloro-4-(1-methyl-1H-imidazol-5-yl)phenyl)-1H-imidazol-4-yl)-N-(1-(methylsulfonyl)-piperidin-4-yl)-5-(trifluoromethyl)-pyrimidin-2-amine ClC1=C(C=CC(=C1)C1=CN=CN1C)N1C=NC(=C1)C1=NC(=NC=C1C(F)(F)F)NC1CCN(CC1)S(=O)(=O)C